1,3-dioxoisoindolin-2-yl 2-methoxypropanoate COC(C(=O)ON1C(C2=CC=CC=C2C1=O)=O)C